(S)-methyl (5-((2-amino-2,4-dimethylpentyl)oxy)-4,6-dimethyl-[2,4'-bipyridin]-2'-yl)carbamate N[C@](COC=1C(=CC(=NC1C)C1=CC(=NC=C1)NC(OC)=O)C)(CC(C)C)C